3-(1-Isopropyl-1H-1,2,4-triazol-3-yl)-4-methoxy-5-nitrobenzyl methanesulfonate CS(=O)(=O)OCC1=CC(=C(C(=C1)[N+](=O)[O-])OC)C1=NN(C=N1)C(C)C